C12(CC(C1)C2)NC(CN2C(C(=CC=C2)NC([C@H](CCC(C(=O)NC2CCCCC2)=O)NC(=O)C=2OC1=C(C2CC)C=CC=C1)=O)=O)=O (S)-N1-(1-(2-(bicyclo[1.1.1]pentan-1-ylamino)-2-oxoethyl)-2-oxo-1,2-dihydropyridin-3-yl)-N6-cyclohexyl-2-(3-ethylbenzofuran-2-carboxamido)-5-oxohexanediamide